N1C=CC2=CC=C(C=C12)NC1=CC(=CC(=N1)C#N)N1CCN(CC1)CC(C)C 6-[(1H-indol-6-yl)amino]-4-[4-(2-methylpropyl)piperazin-1-yl]pyridine-2-carbonitrile